S1C=NC2=C1C=C(C=C2)C2=NC(=NC=C2F)NC2=CC=C(C=N2)C(=O)N2CCN(CC2)CC (6-((4-(benzothiazole-6-yl)-5-fluoropyrimidine-2-yl)amino)pyridine-3-yl)(4-ethylpiperazine-1-yl)ketone